4-methoxy-N-(3-phenyl-1,2,4-thiadiazol-5-yl)benzamide COC1=CC=C(C(=O)NC2=NC(=NS2)C2=CC=CC=C2)C=C1